NC1=CC=C(C[C@H](N)C(=O)O)C=C1 4-Aminophenylalanine